C(C(C)C)(=O)OC=1C(=NC=CC1OC)C(N[C@H](C(=O)N[C@H](C(C1=CC(=C(C=C1)OC)F)C1=CC(=C(C=C1)OC)F)C)C)=O 2-(((S)-1-(((S)-1,1-bis(3-fluoro-4-methoxyphenyl)propan-2-yl)amino)-1-oxopropan-2-yl)carbamoyl)-4-methoxypyridin-3-yl isobutyrate